C[C@@]1(C(NCCC1)=O)C=1OC(=NN1)C=1C(=NC=CC1)NC1=CC=C(C=C1)S(F)(F)(F)(F)F (3S)-3-methyl-3-[5-[2-[4-(pentafluoro-λ6-sulfanyl)anilino]-3-pyridyl]-1,3,4-oxadiazol-2-yl]piperidin-2-one